zinc-iron sulfide [Fe]=S.[Zn]